NC=1C(=NC(=C(N1)C1=CC=CC=C1)C1=CC=C(C=C1)OC)C#N 3-amino-6-(4-methoxyphenyl)-5-phenylpyrazine-2-carbonitrile